ClC=1C2=CN(CN=C2C=CC1)CCCF 5-chloro-3-(3-fluoropropyl)quinazolin